Tert-Butyl 3-(3-trimethylsilylpropoxy)pyrazole-1-carboxylate C[Si](CCCOC1=NN(C=C1)C(=O)OC(C)(C)C)(C)C